C(#N)C=1C=C(C=CC1)S(=O)(=O)NC1CC(C1)NC1=C2C(=NC=C1C=1OC(=NN1)C)NC=C2 3-cyano-N-((1s,3s)-3-((5-(5-methyl-1,3,4-oxadiazol-2-yl)-1H-pyrrolo[2,3-b]pyridin-4-yl)amino)cyclobutyl)benzenesulfonamide